ClC=1C=C(C=CC1OCCC)B(O)O 3-CHLORO-4-PROPOXYPHENYLBORONIC ACID